FC(C(C)C(C(C(C(F)(F)F)(F)F)(F)F)(S(=O)(=O)[O-])F)(F)F 1-Trifluoropropane-2-yl-perfluorobutane-1-sulfonate